N-[(2-pyridyl)methyl]amine N1=C(C=CC=C1)CN